3-amino-5,5,7-trifluoro-8-[5-(1-methyl-1-methylsulfonyl-ethyl)-1,3,4-oxadiazol-2-yl]-1-[[4-[5-(trifluoromethyl)-2-pyridyl]phenyl]methyl]-3,4-dihydro-1-benzazepin-2-one NC1C(N(C2=C(C(C1)(F)F)C=C(C(=C2)C=2OC(=NN2)C(C)(S(=O)(=O)C)C)F)CC2=CC=C(C=C2)C2=NC=C(C=C2)C(F)(F)F)=O